[5-(dibenzofuran-2-ylmethylamino)-6-oxo-pyrimidin-1-yl]acetic acid C1=C(C=CC=2OC3=C(C21)C=CC=C3)CNC3=CN=CN(C3=O)CC(=O)O